O=C1NC(CCC1C1=CC=C(CN2CCC(CC2)C=2OC3=C(N2)C=C(C(=C3)NC(C3=CN=C(C=C3)C(F)(F)F)=O)C(C)(C)O)C=C1)=O N-(2-(1-(4-(2,6-dioxopiperidin-3-yl)benzyl)piperidin-4-yl)-5-(2-hydroxypropane-2-yl)benzo[d]oxazol-6-yl)-6-(trifluoromethyl)nicotinamide